CN1CC2CN(CC2C1)C=1C=NC=2C(C(=C3N(C2C1)C1=C(S3)C=CC=C1)C(=O)O)=O 2-(2-Methyl-1,3,3a,4,6,6a-hexahydropyrrolo[3,4-c]pyrrol-5-yl)-5-oxo-[1,3]benzothiazolo[3,2-a][1,5]naphthyridine-6-carboxylic acid